C(C)(C)(C)OC(=O)N1C[C@H]([C@@H](C1)OC)O (3R,4R)-3-hydroxy-4-methoxypyrrolidine-1-carboxylic acid tert-butyl ester